(3Z)-16,16-dinonyl-3-hexadecen-1-ol C(CCCCCCCC)C(CCCCCCCCCCC\C=C/CCO)CCCCCCCCC